C(C=1C(C(=O)OCCCC)=CC=CC1)(=O)OCCCCCCCC 2-butyl octyl phthalate